C(C)O[Si](CCCCC#N)(OCC)OCC 5-triethoxysilyl-valeronitrile